(rac)-6-methyl-5-[4-(morpholin-4-yl)phenyl]-3,6-dihydro-2H-1,3,4-oxadiazin-2-one C[C@@H]1C(=NNC(O1)=O)C1=CC=C(C=C1)N1CCOCC1 |r|